FC(OC1=C(N)C=CC(=C1F)N1CCC(CC1)N1CCN(CC1)C)F 2-(difluoromethoxy)-3-fluoro-4-(4-(4-methylpiperazin-1-yl)piperidin-1-yl)aniline